CN1C(C(=CC(=C1)C1=CC(=CC(=C1)OCC=1C=NC=CC1)S(=O)(=O)C)C)=O 1,3-dimethyl-5-[3-methylsulfonyl-5-(pyridin-3-ylmethoxy)phenyl]pyridin-2-one